C(C)(=O)NCC(=O)NC1=CC(=C(C(=C1)C)OC1=CC(=CC(=C1)C)C=1C(=NOC1C)C)C 2-Acetamido-N-(4-(3-(3,5-dimethylisoxazol-4-yl)-5-methylphenoxy)-3,5-dimethylphenyl)acetamide